O4-allyl O1-methyl (2S)-2-[9H-fluoren-9-ylmethoxycarbonyl(methyl)amino]butanedioate C1=CC=CC=2C3=CC=CC=C3C(C12)COC(=O)N([C@H](C(=O)OC)CC(=O)OCC=C)C